Tert-butyl 2-((4-(((6-methylpyridazin-3-yl)methyl)amino)-6-(5-methylpyrimidin-2-yl)quinazolin-8-yl)oxy)acetate CC1=CC=C(N=N1)CNC1=NC=NC2=C(C=C(C=C12)C1=NC=C(C=N1)C)OCC(=O)OC(C)(C)C